C(C)(C)(C)OC(CCC(=O)N[C@@H](CC1=CC=C(C=C1)NS(=O)(=O)O)C=1SC=C(N1)CC)=O (S)-4-[2-(4-tert-butoxy-4-oxobutanoylamino)-2-(4-ethylthiazol-2-yl)ethyl]phenylaminosulfonic acid